(1r,4r)-N-(3-chloro-4-methoxyphenyl)-1-methyl-4-(5-methyl-2-oxo-1,2-dihydroquinazolin-3(4H)-yl)cyclohexanecarboxamide ClC=1C=C(C=CC1OC)NC(=O)C1(CCC(CC1)N1C(NC2=CC=CC(=C2C1)C)=O)C